Ethyl 8-(2-chloro-5-fluorophenyl)-1-(5-fluorobenzo[d]isothiazole-3-carboxamido)-6-oxo-5,6,7,8-tetrahydroimidazo[1,5-a]pyrazine-3-carboxylate ClC1=C(C=C(C=C1)F)C1C=2N(CC(N1)=O)C(=NC2NC(=O)C2=NSC1=C2C=C(C=C1)F)C(=O)OCC